6-Bromo-5-methoxy-1-methyl-1H-benzo[d][1,2,3]triazole BrC=1C(=CC2=C(N(N=N2)C)C1)OC